[C].NC1=CC=C2C=CC3=CC=CC4=CC=C1C2=C34 1-aminopyrene carbon